5-(hydroxymethyl)-1-methylpyridin-2(1H)-one OCC=1C=CC(N(C1)C)=O